2-chloroethyl 4-O-benzyl-2-deoxy-2-(1,3-dioxoisoindolin-2-yl)-[(α-D-mannopyranosyl)-(1→3)]-[α-D-mannopyranosyl-(1→6)]-β-D-glucopyranoside C(C1=CC=CC=C1)O[C@H]1[C@@H]([C@H]([C@](OCCCl)(O[C@@H]1CO[C@@H]1[C@@H](O)[C@@H](O)[C@H](O)[C@H](O1)CO)[C@@H]1[C@@H](O)[C@@H](O)[C@H](O)[C@H](O1)CO)N1C(C2=CC=CC=C2C1=O)=O)O